6,7-dihydro-5H-pyrrolo[1,2-a]imidazole-2-sulfonyl chloride N1=C2N(C=C1S(=O)(=O)Cl)CCC2